Cl.N1(CCNCC1)C1=CC=CC2=C1C=CS2 4-(1-piperazinyl)benzothiophene hydrochloride